tert-butyl (2-(4-((tert-butyldimethylsilyl)oxy)but-1-en-1-yl)-4-(2,5-difluorophenyl)pyridin-3-yl)carbamate [Si](C)(C)(C(C)(C)C)OCCC=CC1=NC=CC(=C1NC(OC(C)(C)C)=O)C1=C(C=CC(=C1)F)F